FC1(CCN(CC1)C=1C(=C(C=C(C1)N)N)[N+](=O)[O-])F 5-(4,4-difluoropiperidin-1-yl)-4-nitrobenzene-1,3-diamine